nickel-iron-manganese sodium oxide [O-2].[Na+].[Mn+2].[Fe+2].[Ni+2]